FCCCCCN1C=C(C2=CC=CC=C12)C(=O)O 1-(5-fluoropentyl)indole-3-carboxylic acid